N-[6-[4-[(1R)-1-carbamoyl-3-hydroxy-propyl]piperazin-1-yl]-2,2-dimethyl-3H-benzofuran-5-yl]pyrazolo[1,5-a]pyrimidine-3-carboxamide C(N)(=O)[C@@H](CCO)N1CCN(CC1)C1=CC2=C(CC(O2)(C)C)C=C1NC(=O)C=1C=NN2C1N=CC=C2